C(#N)C1=CC(=C(C(=O)NC2=C(C=CC(=C2)C(NC2=C(C=C(C=C2Br)C(C(C(F)(F)F)(F)F)(C(F)(F)F)F)Br)=O)C#N)C=C1)C 4-cyano-N-[2-cyano-5-[[2,6-di-bromo-4-[1,2,2,3,3,3-hexafluoro-1-(trifluoromethyl)propyl]phenyl]carbamoyl]phenyl]-2-methyl-benzamide